C(C)OC(C(C)(C)NC1=CC=C(C=C1)Br)=O 2-((4-bromophenyl)amino)-2-methylpropanoic acid ethyl ester